5-(8-fluoro-7-(8-fluoronaphthalen-1-yl)-2-((hexahydro-1H-pyrrolizin-7a-yl)methoxy)pyrido[4,3-d]pyrimidin-4-yl)-5,6,7,8-tetrahydro-4H-pyrazolo[1,5-a][1,4]diazepine-2-carboxamide FC1=C(N=CC2=C1N=C(N=C2N2CC=1N(CCC2)N=C(C1)C(=O)N)OCC12CCCN2CCC1)C1=CC=CC2=CC=CC(=C12)F